OC(CC(=O)[O-])(C)C 3-HYDROXY-3-METHYLBUTYRAT